N[C@H](CN1[C@@H](C[C@H](C1)O)C(=O)N[C@@H](C)C1=CC=C(C=C1)C1=C(N=CS1)C)C(C)(C)C (2S,4R)-1-((S)-2-amino-3,3-dimethylbutyl)-4-hydroxy-N-((S)-1-(4-(4-methylthiazol-5-yl)phenyl)ethyl)pyrrolidine-2-carboxamide